6-Chloro-1-(4-fluoro-3-(4-(cyclopropylcarbonyl)piperazine-1-carbonyl)benzyl)quinazoline ClC=1C=C2C=NCN(C2=CC1)CC1=CC(=C(C=C1)F)C(=O)N1CCN(CC1)C(=O)C1CC1